(25-bromo-20,20-dioxo-20λ6-thia-14,21,23,26,27-pentazatetracyclo[20.3.1.115,19.02,7]heptacosa-1(26),2,4,6,15(27),16,18,22,24-nonaen-14-yl)-2,2-dimethyl-propanoic acid BrC1=CN=C2NS(C3=CC=CC(N(CCCCCCC4=CC=CC=C4C1=N2)CC(C(=O)O)(C)C)=N3)(=O)=O